4-benzyloxy-2-chloro-N,N,6-trimethyl-pyridin-3-amine C(C1=CC=CC=C1)OC1=C(C(=NC(=C1)C)Cl)N(C)C